Cl.Cl.FC=1C=C(C=NC1)[C@H](CNC(C[C@H]1CN(CCC1)C(C)=O)(C)C)O 1-((S)-3-(2-(((R)-2-(5-Fluoropyridin-3-yl)-2-hydroxyethyl)amino)-2-methylpropyl)piperidin-1-yl)ethan-1-one dihydrochloride